6-(2-hydroxy-2-methylpropyloxy)-4-(6-(6-(3-(5-methoxypyridin-3-yl)propynyl)-3,6-diazabicyclo[3.1.1]heptan-3-yl)pyridin-3-yl)pyrazolo[1,5-a]pyridine-3-carbonitrile OC(COC=1C=C(C=2N(C1)N=CC2C#N)C=2C=NC(=CC2)N2CC1N(C(C2)C1)C#CCC=1C=NC=C(C1)OC)(C)C